2-(4-(4-(1-aminocyclopropyl)-1-oxo-1,2-dihydrophthalazin-6-yl)-1-methyl-1H-pyrazol-5-yl)benzo[b]thiophene-3-carbonitrile NC1(CC1)C1=NNC(C2=CC=C(C=C12)C=1C=NN(C1C1=C(C2=C(S1)C=CC=C2)C#N)C)=O